Cl.Cl.Cl.FC=1C=CC(=NC1)C(C)(C)NC1=NC(=NC(=N1)N)C=1C=CC=2N(C1)C(=NC2)C N2-(2-(5-fluoropyridin-2-yl)propan-2-yl)-6-(3-methylimidazo[1,5-a]pyridin-6-yl)-1,3,5-triazine-2,4-diamine tri-hydrochloride